5-(6-(methylthio)pyridin-3-yl)thiazolo[5,4-b]pyridine CSC1=CC=C(C=N1)C1=CC=C2C(=N1)SC=N2